germanium telluride sulfur [S].[Ge]=[Te]